ON1C(C(CC1)CC)=O N-hydroxy-ethylpyrrolidone